C(C=C)(=O)OCCCCOC1=C(C=CC=C1)O acryloyloxybutoxyphenol